C[C@H](CCCC(C)C)[C@H]1CC[C@H]2[C@@H]3CC[C@H]4C[C@H](CC[C@@]4([C@H]3CC[C@]12C)C)O (3S,5S,8R,9S,10S,13R,14S,17R)-17-((R)-1,5-dimethyl-hexyl)-10,13-dimethyl-hexadecahydro-cyclopenta[a]phenanthren-3-ol